ClC1=C(C=CC=C1C1=NC(=C(C=C1)CN(C)C)OC)C1=C(C(=CC=C1)NC=1C2=C(N=C(N1)C)C=CC=N2)C N-(2'-chloro-3'-(5-((dimethylamino)methyl)-6-methoxypyridin-2-yl)-2-methyl-[1,1'-biphenyl]-3-yl)-2-methylpyrido[3,2-d]pyrimidin-4-amine